Cl.Cl.N1N=C(C=C1)C1CNCCC1 3-(1H-pyrazol-3-yl)piperidine dihydrochloride